C1(CC1)C(=O)NC1=CC(=C(N=N1)C(=O)NC([2H])([2H])[2H])NC1=C(C(=NC=C1)C=1C=NN(C1)C1CC1)OC 6-cyclopropaneamido-4-{[2-(1-cyclopropyl-1H-pyrazol-4-yl)-3-methoxypyridin-4-yl]amino}-N-(2H3)methylpyridazine-3-carboxamide